5-(1-(2,2-difluoroethyl)-1H-benzo[d][1,2,3]triazol-6-yl)-N-((3R,4R)-3-fluoro-1-(2-methoxyethyl)piperidin-4-yl)-4-methoxypyrrolo[2,1-f][1,2,4]triazin-2-amine FC(CN1N=NC2=C1C=C(C=C2)C=2C=CN1N=C(N=C(C12)OC)N[C@H]1[C@@H](CN(CC1)CCOC)F)F